ClC=1C(=CC2=C([C@@H]([C@](O2)(C2=CC=CC=C2)C2N(CCC2)C(=O)OC(C)(C)C)C)C1B1OC(C(O1)(C)C)(C)C)F Tert-butyl 2-((2S,3S)-5-chloro-6-fluoro-3-methyl-2-phenyl-4-(4,4,5,5-tetramethyl-1,3,2-dioxaborolan-2-yl)-2,3-dihydrobenzofuran-2-yl)pyrrolidine-1-carboxylate